2-(3-[5-(difluoromethyl)-1,3,4-oxadiazol-2-yl]-5-fluorophenyl)-3-[(1,5-dimethyl-1H-pyrazol-3-yl)methoxy]pyridine FC(C1=NN=C(O1)C=1C=C(C=C(C1)F)C1=NC=CC=C1OCC1=NN(C(=C1)C)C)F